N-((3R,4R)-2-(1-(1-methyl-6-oxo-1,6-dihydropyridin-3-yl)-1H-indazol-5-yl)-1,1-dioxido-3-phenylisothiazolidin-4-yl)cyclopropanesulfonamide CN1C=C(C=CC1=O)N1N=CC2=CC(=CC=C12)N1S(C[C@@H]([C@H]1C1=CC=CC=C1)NS(=O)(=O)C1CC1)(=O)=O